C(C=C)[C@]1(C(CCCC1)=O)C (S)-2-allyl-2-methylcyclohexan-1-one